(3-(2-(difluoromethoxy)-5-hydroxyphenyl)-1-methyl-1H-pyrazol-4-yl)pyrazolo[1,5-a]pyrimidine-3-carboxamide FC(OC1=C(C=C(C=C1)O)C1=NN(C=C1C1=NN2C(N=CC=C2)=C1C(=O)N)C)F